CN(C1CN(C1)C1CCN(CC1)C(=O)OC(C)(C)C)C tert-butyl 4-(3-(dimethylamino)azetidine-1-yl)piperidine-1-carboxylate